2-fluoro-6-[(3,4-difluorobenzyl)amino]-9-(tetrahydro-2H-pyran-2-yl)-9H-purine FC1=NC(=C2N=CN(C2=N1)C1OCCCC1)NCC1=CC(=C(C=C1)F)F